CC1=NC=2N(C(=C1C)[C@@H]1CN(CC[C@H]1C)C(=O)OC)N=C(C2)[C@@H]2CC[C@H](CC2)C(F)(F)F methyl trans-3-{5,6-dimethyl-2-[trans-4-(trifluoromethyl)cyclohexyl]pyrazolo[1,5-a]pyrimidin-7-yl}-4-methylpiperidine-1-carboxylate